(5-Bromopyridin-2-yl)-4-cyanopiperidine-1-carboxylic acid tert-butyl ester C(C)(C)(C)OC(=O)N1C(CC(CC1)C#N)C1=NC=C(C=C1)Br